N1=C(C=CC=C1)CN1C(C(=C(C1=O)C1=CC=C(C=C1)C(F)(F)F)C#CC1=CC=C(C=C1)Br)=O 1-(pyridin-2-ylmethyl)-3-((4-bromophenyl)ethynyl)-4-(4-(trifluoromethyl)phenyl)-1H-pyrrole-2,5-dione